C(#N)CN(C(=O)C=1C=CC=2N(C1)C(=CN2)C=2C=CC(=NC2)NC(OC)=O)C2=CC=C(C=C2)OC methyl N-[5-[6-[cyanomethyl-(4-methoxyphenyl) carbamoyl] imidazo[1,2-a]pyridin-3-yl]-2-pyridyl]carbamate